cyclohexa-1,3-diene dioxide C12C(C3C(CC1)O3)O2